N1=CC=CC2=C(C=C3C=CC=NC3=C12)C1=CC(=CC(=C1)C1=C2C=CC=NC2=C2N=CC=CC2=C1)C1=C2C=CC=NC2=C2N=CC=CC2=C1 1,3,5-tris(1,10-phenanthroline-5-yl)benzene